NC=1C=C(CS(=O)(=O)N2C3(CC3)C[C@@H](CC2)NC=2C=C(C=CC2)C2=C(C(=C(S2)C(=O)OC(C)(C)C)OCC(=O)OC(C)(C)C)Cl)C=CC1 (R)-tert-butyl 5-(3-((4-((3-aminobenzyl)sulfonyl)-4-azaspiro[2.5]octan-7-yl)amino)phenyl)-3-(2-(tert-butoxy)-2-oxoethoxy)-4-chlorothiophene-2-carboxylate